ClC1=CC=C(C=C1)C1=C(CCC(C1)(C)C)C(=O)N1CN(CC1)CC=1C=C2CN(C(C2=CC1)=O)C1C(NC(CC1)=O)=O 3-(5-((3-(4'-chloro-5,5-dimethyl-3,4,5,6-tetrahydro-[1,1'-biphenyl]-2-carbonyl)imidazolidin-1-yl)methyl)-1-oxoisoindolin-2-yl)piperidine-2,6-dione